((1R)-2-([1,1'-biphenyl]-4-yl)-1-(2-benzyl-3-((3-methoxybenzyl)amino)-3-Oxopropionamido)ethyl)boronic acid C1(=CC=C(C=C1)C[C@H](NC(C(C(=O)NCC1=CC(=CC=C1)OC)CC1=CC=CC=C1)=O)B(O)O)C1=CC=CC=C1